(6-{7-[2-(4-methyl-piperazin-1-yl)-ethoxy]-imidazo[1,2-a]pyridin-3-yl}-pyrimidin-4-yl)-(4-[1,2,3]triazol-1-yl-benzyl)-amine CN1CCN(CC1)CCOC1=CC=2N(C=C1)C(=CN2)C2=CC(=NC=N2)NCC2=CC=C(C=C2)N2N=NC=C2